FC(F)(F)C(C(C(F)(F)F)(F)F)OC(C(C(F)(F)F)(F)F)C(F)(F)F trifluoromethylpentafluoropropyl ether